methyl 6-[tert-butoxycarbonyl-[4-[tert-butoxycarbonyl(methyl)amino]butyl]amino]-3-[1-[[3-(2-hydroxyethoxy)-5,7-dimethyl-1-adamantyl]methyl]-5-methyl-pyrazol-4-yl]pyridine-2-carboxylate C(C)(C)(C)OC(=O)N(C1=CC=C(C(=N1)C(=O)OC)C=1C=NN(C1C)CC12CC3(CC(CC(C1)(C3)C)(C2)C)OCCO)CCCCN(C)C(=O)OC(C)(C)C